C(C)(=O)N1CC2=C(CC1)N(N=C2I)CC2CC1(C2)CCN(CC1)C(=O)OC(C)(C)C tert-butyl 2-[(5-acetyl-3-iodo-6,7-dihydro-4H-pyrazolo[4,3-c]pyridin-1-yl)methyl]-7-azaspiro[3.5]nonane-7-carboxylate